4-(2,3-dihydrothieno[3,4-b][1,4]dioxin-2-ylmethoxy)-1-butanesulfonate O1C=2C(OCC1COCCCCS(=O)(=O)[O-])=CSC2